C(C)C1(COC1)COCOCCCC butoxymethyl (3-ethyl-3-oxetanylmethyl) ether